alpha-naphthyl butyrate C(CCC)(=O)OC1=CC=CC2=CC=CC=C12